N=1C=NN2C1C=C(C=C2)C2=CNC=1N=C(N=CC12)NC1CC(C1)(C)NC(CC)=O N-((1r,3r)-3-((5-([1,2,4]triazolo[1,5-a]pyridin-7-yl)-7H-pyrrolo[2,3-d]pyrimidin-2-yl)amino)-1-methylcyclobutyl)propionamide